methyl-α-methoxycarbonylcinnamate COC(C(=CC1=CC=CC=C1)C(=O)OC)=O